methyl 5-fluoro-6-((1-(pyrimidin-2-yl)cyclopropyl)amino)nicotinate FC=1C(=NC=C(C(=O)OC)C1)NC1(CC1)C1=NC=CC=N1